4-(5-fluoro-1-triisopropylsilyl-indol-4-yl)-3,6-dihydro-2H-pyridine-1-carboxylic acid tert-butyl ester C(C)(C)(C)OC(=O)N1CCC(=CC1)C1=C2C=CN(C2=CC=C1F)[Si](C(C)C)(C(C)C)C(C)C